({4-[(4,6-dioxo-2-phenyl-1,3-dioxan-5-ylidene)methyl]phenoxy}methyl)benzoic acid O=C1OC(OC(C1=CC1=CC=C(OCC2=C(C(=O)O)C=CC=C2)C=C1)=O)C1=CC=CC=C1